ClC=1C(=C(C(=O)O)C(=CC1OC)OC)F 3-Chloro-2-fluoro-4,6-dimethoxybenzoic acid